tert-butyl 4-(4-(5-(2-(2,6-dioxopiperidin-3-yl)-1-oxoisoindolin-4-yl)non-8-yn-1-yl)piperazin-1-yl)piperidine-1-carboxylate O=C1NC(CCC1N1C(C2=CC=CC(=C2C1)C(CCCCN1CCN(CC1)C1CCN(CC1)C(=O)OC(C)(C)C)CCC#C)=O)=O